N-[(1R,4r)-4-{2-[(R)-2-(5-fluoro-3-pyridyl)-2-hydroxyethylamino]-2-methyl-propyl}cyclohexyl]acetamide FC=1C=C(C=NC1)[C@H](CNC(CC1CCC(CC1)NC(C)=O)(C)C)O